P1(OC2C(C=C(C=C2)C(C)(C)C)(C(C)(C)C)CC2(C(C=CC(=C2)C(C)(C)C)O1)C(C)(C)C)OCC(CCCC)CC 2,2'-methylenebis(2,4-di-tert-butylphenyl) 2-ethylhexyl phosphite